rac-N-{(3S,4R)-7-methyl-6-oxo-4-[({(1s,4S)-4-[(propan-2-yl)oxy]cyclohexyl}oxy)methyl]-1,3,4,6-tetrahydro-2H-quinolizin-3-yl}methanesulfonamide CC=1C(N2[C@H]([C@H](CCC2=CC1)NS(=O)(=O)C)COC1CCC(CC1)OC(C)C)=O |r|